6-Chloro-2-[4-(4-ethylpiperazin-1-yl)phenyl]-N-(1-methylpiperidin-4-yl)-3H-imidazo[4,5-b]pyridin-7-amine ClC=1C(=C2C(=NC1)NC(=N2)C2=CC=C(C=C2)N2CCN(CC2)CC)NC2CCN(CC2)C